FC=1C=C(C=NC1)C1CC(C(N1)=O)O 5-(5-fluoropyridin-3-yl)-3-hydroxypyrrolidin-2-one